1-(3-chloropropyl)-2-fluorobenzene ClCCCC1=C(C=CC=C1)F